(R)-N-(3-(benzyloxy)-4-((benzyloxy)carbamoyl)phenyl)-N-((5-cyclohexylpyridin-2-yl)methyl)-1-((perfluorophenyl)sulfonyl)azetidine-2-carboxamide C(C1=CC=CC=C1)OC=1C=C(C=CC1C(NOCC1=CC=CC=C1)=O)N(C(=O)[C@@H]1N(CC1)S(=O)(=O)C1=C(C(=C(C(=C1F)F)F)F)F)CC1=NC=C(C=C1)C1CCCCC1